BrCC\C=C/CCCCCCCCC(OCC)OCC (3Z)-1-bromo-13,13-diethoxy-3-tridecene